C(C=C)[Si](C1=CC=CC=C1)(CC=C)CC=C triallyl-(phenyl)silane